3,4-dichloro-benzoic acid methyl ester COC(C1=CC(=C(C=C1)Cl)Cl)=O